BrC1=CC=C2C(=NN(C2=C1OC)C)C=1C(=NC(=CC1)OCC1=CC=CC=C1)OCC1=CC=CC=C1 6-bromo-3-(2,6-dibenzyloxy-3-pyridyl)-7-methoxy-1-methyl-indazole